NCC=1C=C(C=CC1)C1CCN(CC1)C(=O)C=1C(OC2=C(C(=CC=C2C1)O)O)=O 3-(4-(3-(aminomethyl)phenyl)piperidine-1-carbonyl)-7,8-dihydroxy-2H-chromen-2-one